copper sodium carbonate C([O-])([O-])=O.[Na+].[Cu+2]